C(#N)C1=CC=C(C=C1)C1=CC=CC=2C3=CC=CC=C3NC12 (4-cyanophenyl)carbazole